BrC1=CC=C(OC=2C=NC(=NC2)N2CCN(CC2)C(=O)OC(C)(C)C)C=C1 tert-butyl 4-(5-(4-bromophenoxy)pyrimidin-2-yl)piperazine-1-carboxylate